4-(1,1-difluoroethyl)-N-(4-methyl-3-(2-((1-methyl-1H-pyrazol-4-yl)amino)-8,9-dihydroimidazo[1',2':1,6]pyrido[2,3-d]pyrimidin-6-yl)phenyl)picolinamide FC(C)(F)C1=CC(=NC=C1)C(=O)NC1=CC(=C(C=C1)C)C1=CC2=C(N=C(N=C2)NC=2C=NN(C2)C)N2C1=NCC2